methyl 1,6-dimethylenetetrahydro-1H-pyrrolizine-7a(5H)-carboxylate C=C1CCN2CC(CC12C(=O)OC)=C